COC(C1=CN=C(C=C1)C=1N=NN(C1NC(=O)OC(C)C=1C(=NC=CC1)F)C)=O 6-(5-(((1-(2-fluoropyridin-3-yl)ethoxy)carbonyl)amino)-1-methyl-1H-1,2,3-Triazol-4-yl)nicotinic acid methyl ester